(S)-N-(8,9-difluoro-6-oxo-1,4,5,6-tetrahydro-2H-pyrano[3,4-c]isoquinolin-1-yl)-2-(difluoromethyl)-N-methylisonicotinamide FC=1C(=CC=2C3=C(NC(C2C1)=O)COC[C@H]3N(C(C3=CC(=NC=C3)C(F)F)=O)C)F